(6-((4-cyclopropyl-2-(2,4-dimethoxybenzyl)-1-oxo-2,3-dihydro-1H-pyrrolo[3,4-c]pyridin-7-yl)amino)pyridin-3-yl)piperazine-1-carboxylic acid tert-butyl ester C(C)(C)(C)OC(=O)N1C(CNCC1)C=1C=NC(=CC1)NC=1C2=C(C(=NC1)C1CC1)CN(C2=O)CC2=C(C=C(C=C2)OC)OC